NCC1=NNC(C2=CC=C(C=C12)C=1C=NN(C1C1=C(C=2C(=NC(=C(C2)Cl)COC)S1)C#N)C)=O 2-(4-(4-(aminomethyl)-1-oxo-1,2-dihydrophthalazin-6-yl)-1-methyl-1H-pyrazol-5-yl)-5-chloro-6-(methoxymethyl)thieno[2,3-b]pyridine-3-carbonitrile